S1C2=C(C=C1)C(=CC=C2)N2CCN(C1CCC21)CC[C@@H]2CC[C@H](CC2)N trans-4-(2-(5-(benzo[b]thiophen-4-yl)-2,5-diazabicyclo[4.2.0]oct-2-yl)ethyl)cyclohexan-1-amine